2-methoxy-5-(2-ethylhexyl)-1,4-didecylthiophene COC=1S(C(=C(C1)CCCCCCCCCC)CC(CCCC)CC)CCCCCCCCCC